N,N-Dimethylglycin-hydrochlorid Cl.CN(CC(=O)O)C